FC=1C=C(C=CC1)NC(C1=CC=C(C=C1)O[C@H](C(=O)NC1=CC=C(C=C1)Cl)C)=O (S)-N-(3-fluorophenyl)-4-((1-((4-chlorophenyl)amino)-1-oxopropan-2-yl)oxy)benzamide